2-bromo-1-(5-bromo-3-methoxypyridin-2-yl)ethan-1-one BrCC(=O)C1=NC=C(C=C1OC)Br